laurylmethylamino ether dimethylphosphate COP(=O)(OC)O.C(CCCCCCCCCCC)N(C)ON(CCCCCCCCCCCC)C